CN(/C=C(\C(=O)OC)/OCC(C(F)(F)F)(F)F)C methyl (E)-3-(dimethylamino)-2-(2,2,3,3,3-pentafluoropropoxy)prop-2-enoate